4-methoxybenzyl 2,2,2-trichloroacetimidate ClC(C(OCC1=CC=C(C=C1)OC)=N)(Cl)Cl